ClC1=NC(=CN(C1)N(CC)CC)Cl 2,6-dichloro-4-diethylaminopyrazine